N-(2-((2-(dimeth-ylamino)ethyl)-(methyl)amino)-4-methoxy-5-((6-(3-(3'-(trifluorometh-yl)-[1,1'-biphenyl]-3-yl)isoxazolidin-2-yl)pyrimidin-4-yl)amino)phenyl)-acrylamide CN(CCN(C1=C(C=C(C(=C1)OC)NC1=NC=NC(=C1)N1OCCC1C=1C=C(C=CC1)C1=CC(=CC=C1)C(F)(F)F)NC(C=C)=O)C)C